4-(3-amino-1H-pyrazolo[4,3-b]pyridin-5-yl)-3-methyl-N-phenylbenzenesulfonamide NC1=NNC=2C1=NC(=CC2)C2=C(C=C(C=C2)S(=O)(=O)NC2=CC=CC=C2)C